N,N-dimethyl-thiocarboxamide CN(C=S)C